C(C(C)C)OC1=CC=C(CN2CC3(CC3)CN(C2=O)C2CCN(CC2)C)C=C1 5-(4-isobutoxybenzyl)-7-(1-methylpiperidin-4-yl)-5,7-diazaspiro[2.5]octan-6-one